2-chloro-N-cyclopropyl-5-(1-(2,6-dichloro-4-(perfluoropropan-2-yl)phenyl)-1H-pyrazol-4-yl)-N-(oxetan-3-ylmethyl)nicotinamide ClC1=C(C(=O)N(CC2COC2)C2CC2)C=C(C=N1)C=1C=NN(C1)C1=C(C=C(C=C1Cl)C(C(F)(F)F)(C(F)(F)F)F)Cl